bromogeranyl-linalool BrC/C(=C/CC/C(=C/CC=CC(O)(C)CCC=C(C)C)/C)/C